2,6-dibromo-4-(triphenylsilyl)aniline BrC1=C(N)C(=CC(=C1)[Si](C1=CC=CC=C1)(C1=CC=CC=C1)C1=CC=CC=C1)Br